methyl 6-((3-(4-fluorophenyl)-5-methylisoxazol-4-yl)methoxy)-5-methoxynicotinate FC1=CC=C(C=C1)C1=NOC(=C1COC1=NC=C(C(=O)OC)C=C1OC)C